(4-bromo-3-methoxy-5-methylthiophen-2-yl)methanol BrC=1C(=C(SC1C)CO)OC